ethyl 2-(3-((2-(difluoromethoxy)-6-methylpyridin-3-yl)carbamoyl)-3-(2-isopropylphenyl)cyclobutyl)acetate FC(OC1=NC(=CC=C1NC(=O)C1(CC(C1)CC(=O)OCC)C1=C(C=CC=C1)C(C)C)C)F